3,3-dimethyl-glutaric anhydride CC1(CC(=O)OC(C1)=O)C